Cl[C@@H]1N(N2C(N=C(C=C2C2=CC=C(C=C2)F)C)=C1)C(C)C1CC1 (S)-2-chloro-N-(1-cyclopropylethyl)-7-(4-fluorophenyl)-5-methylpyrazolo[1,5-a]Pyrimidine